P(=O)(OC1=CNC2=CC=CC=C12)(OCC[N+](C)(C)C)[O-] 1H-Indol-3-yl (2-(trimethylammonio)ethyl) phosphate